N,N-dimethyl-[14C]carboxamide CN([14CH]=O)C